COC1=C(C(=C(C(=O)O)C=C1C)C)C 4-methoxy-2,3,5-trimethylbenzoic acid